O1C(=NN=C1)CC1=C(C=C(CN2C(NC3=C2C=CC=C3)=O)C=C1)C 1-(4-((1,3,4-oxadiazol-2-yl)methyl)-3-methylbenzyl)-1,3-dihydro-2H-benzo[d]imidazol-2-one